[Na].ON=C(C#N)C#N.[Na] sodium hydroxyiminomalononitrile sodium salt